tert-butyl-3-(4-oxo-9-(((trifluoromethyl)sulfonyl)oxy)-2,3-dihydro-4H-1-thia-3a,5,8-triazaphenalen-6-yl)-3,8-diazabicyclo[3.2.1]octane-8-carboxylate C(C)(C)(C)OC(=O)N1C2CN(CC1CC2)C2=NC(N1CCSC=3C(=NC=C2C31)OS(=O)(=O)C(F)(F)F)=O